ethyl 4-(5-isopropoxy-6-methoxy-3-methylbenzo[b]thiophen-2-yl)-4-oxobutanoate C(C)(C)OC1=CC2=C(SC(=C2C)C(CCC(=O)OCC)=O)C=C1OC